2-[6-[(4aS,8aR)-6-methyl-3,4a,5,7,8,8a-hexahydro-2H-pyrido[4,3-b][1,4]oxazin-4-yl]pyridazin-3-yl]-6-fluoro-3-methyl-phenol CN1C[C@H]2[C@H](OCCN2C2=CC=C(N=N2)C2=C(C(=CC=C2C)F)O)CC1